O=C1N(C(C=C1)=O)CCC(=O)N[C@H](C(=O)N[C@H](C(=O)NC1=CC=C(COC(=O)N[C@@H](C)C(=O)O)C=C1)C)C(C)C (((4-((S)-2-((S)-2-(3-(2,5-dioxo-2,5-dihydro-1H-pyrrol-1-yl)propanamido)-3-methylbutanamido)propanamido)benzyl)oxy)carbonyl)-L-alanine